tert-butyl 1-((N-methylacetamido)methyl)-3,8-diazabicyclo[3.2.1]octan-8-carboxylate CN(C(C)=O)CC12CNCC(CC1)N2C(=O)OC(C)(C)C